C1(=CC=CC=C1)CCCNC1=NC=CC(=N1)N1CCCC1 N-(3-phenylpropyl)-4-(pyrrolidin-1-yl)pyrimidin-2-amine